CC=1C(=NNC1)CN1C[C@]2(CCN3N=C(C=C32)C=3C=C(C(=NC3)N)C(F)(F)F)CC1 |r| 5-{(rac)-1-[(4-methyl-1H-pyrazol-3-yl)methyl]-5',6'-dihydrospiro[pyrrolidine-3,4'-pyrrolo[1,2-b]pyrazol]-2'-yl}-3-(trifluoromethyl)pyridin-2-amine